(E)-N-(4-(N-(2,4-dibromobenzyl)-N-(4-fluorobenzyl)sulfamoyl)phenyl)-3-(pyridin-4-yl)acrylamide BrC1=C(CN(S(=O)(=O)C2=CC=C(C=C2)NC(\C=C\C2=CC=NC=C2)=O)CC2=CC=C(C=C2)F)C=CC(=C1)Br